2,6-difluoro-3-methyl-4-(4,4,5,5-tetramethyl-1,3,2-dioxaborolan-2-yl)phenol FC1=C(C(=CC(=C1C)B1OC(C(O1)(C)C)(C)C)F)O